tris(4-vinyl-phenyl)phosphine C(=C)C1=CC=C(C=C1)P(C1=CC=C(C=C1)C=C)C1=CC=C(C=C1)C=C